3-(hydroxymethyl)morpholine-4-carboxylic acid tert-butyl ester C(C)(C)(C)OC(=O)N1C(COCC1)CO